COC(=O)C1=CC=CC=2OCOCC21 benzo[d][1,3]dioxine-5-carboxylic acid methyl ester